4-(2-((tert-butoxycarbonyl)amino)acetamido)benzyl(4-aminophenyl)((2S,4R)-2-methyl-1-propionyl-1,2,3,4-tetrahydroquinolin-4-yl)carbamate C(C)(C)(C)OC(=O)NCC(=O)NC1=CC=C(C[C@@]2(N(C3=CC=CC=C3[C@@H](C2)N(C([O-])=O)C2=CC=C(C=C2)N)C(CC)=O)C)C=C1